OC1=C(C=CC=C1)C=1C=C2C(=C(NC2=NN1)C1(CN(CC1)C(C=C)=O)C)C 1-{3-[5-(o-hydroxyphenyl)-3-methyl-1H-1,6,7-triazainden-2-yl]-3-methyl-1-pyrrolidinyl}-2-propen-1-one